2-(tert-Butoxycarbonyl)isoindoline-5,6-dicarboxylic acid C(C)(C)(C)OC(=O)N1CC2=CC(=C(C=C2C1)C(=O)O)C(=O)O